S1C(=NC2=C1C=CC=C2)CCO 2-(benzo[d]thiazol-2-yl)ethan-1-ol